CC1=C(C(=C(C=C1)P(C(C1=CC=CC=C1)=O)(C(C1=CC=CC=C1)=O)=O)C)C trimethyl-benzoyl-benzoylphenyl-phosphine oxide